(S)-N-(pyrrolidin-3-yl)-6,7-dihydrospiro[cyclopenta[d]pyrazolo[1,5-a]pyrimidine-5,1'-cyclopropane]-8-amine hydrochloride Cl.N1C[C@H](CC1)NC1=C2C(=NC=3N1N=CC3)C3(CC3)CC2